BrC=1C=C(C(=NC1)C)CC1(CC1)OC 5-bromo-3-((1-methoxycyclopropyl)methyl)-2-methylpyridine